BrC=1C=C(C(=NC1)OC)NC1=NC=C(C=C1)N1[C@H](CNCC1)C 5-bromo-2-methoxy-N-{5-[(2S)-2-methylpiperazin-1-yl]pyridin-2-yl}pyridin-3-amine